FC1=C(C(=CC(=C1)OC1CN(C1)CCCF)F)[C@H]1N([C@@H](CC2=C1NC1=CC=CC=C21)C)C[C@H](C(=O)O)C (R)-3-((1R,3R)-1-(2,6-difluoro-4-((1-(3-fluoropropyl)azetidin-3-yl)oxy)phenyl)-3-methyl-1,3,4,9-tetrahydro-2H-pyrido[3,4-b]indol-2-yl)-2-methylpropanoic acid